Cl.BrC=1C=CC(=NC1)C(C(F)(F)F)NCCCNC N1-(1-(5-Bromopyridin-2-yl)-2,2,2-trifluoroethyl)-N3-methylpropane-1,3-diamine hydrochloride